iridium-tin [Sn].[Ir]